NCC1=NNC(C2=CC=C(C=C12)C=1C(=NN(C1)C)C(F)(F)F)=O 4-(aminomethyl)-6-(1-methyl-3-(trifluoro-methyl)-1H-pyrazol-4-yl)phthalazin-1(2H)-one